5-(4-bromothiazol-2-yl)-2-oxa-5-azabicyclo[2.2.1]heptane BrC=1N=C(SC1)N1C2COC(C1)C2